FC=1C=C(C=C(C1)N(C(C1=CC=CC=C1)=O)CC1=C(C=C(C=C1)C=1C=C2C=NN(C2=CC1)C)F)/C=C/C(=O)OC methyl (E)-3-(3-fluoro-5-(N-(2-fluoro-4-(1-methyl-1H-indazol-5-yl)benzyl)benzamido)phenyl)acrylate